N-(3,5-difluorophenyl)-acetyl-L-alanyl-2-phenylglycine-1,1-dimethylethyl ester CC(C)(C)OC(C(NC([C@@H](N(C1=CC(=CC(=C1)F)F)C(C)=O)C)=O)C1=CC=CC=C1)=O